O=C1NC(CC(C1)C(=O)N)=O 2,6-dioxopiperidine-4-carboxamide